NC1=C(C=C(C=N1)C1=CC=C(C=C1)NS(=O)(=O)CCN1C[C@@H](CC1)O)OC(C)C1=C(C(=CC=C1F)F)Cl 2-((R)-3-hydroxy-pyrrolidin-1-yl)-ethanesulfonic acid (4-{6-amino-5-[1-(2-chloro-3,6-difluoro-phenyl)-ethoxy]-pyridin-3-yl}-phenyl)-amide